2-erucyl-sn-glycero-3-phosphocholine C(CCCCCCCCCCC\C=C/CCCCCCCC)O[C@H](CO)COP(=O)([O-])OCC[N+](C)(C)C